C(C)(C)(C)OC(=O)C1=C(C=CC=C1)O 2-(tert-butoxycarbonyl)phenol